N1(CCC1)C1=NN(C=C1F)C1=NC2=CC(=NC=C2C=C1)CNC(OC(C)(C)C)=O tert-butyl ((2-(3-(azetidin-1-yl)-4-fluoro-1H-pyrazol-1-yl)-1,6-naphthyridin-7-yl)methyl)carbamate